C1(CC1)N1C[C@@H](CCC1)NC1=NN=C(C=2N1C=CC2)C2=C(C=C(C=C2)C(F)(F)F)O (R)-2-(4-((1-cyclopropylpiperidin-3-yl)amino)pyrrolo[1,2-d][1,2,4]triazin-1-yl)-5-(trifluoromethyl)phenol